nickel-platinum-aluminum [Al].[Pt].[Ni]